2-{3-[(3r,5s)-3-cyclopropyl-5-methylpiperazin-1-yl]-1,2,4-triazin-6-yl}-5-(5-fluoro-1H-pyrazol-4-yl)phenol C1(CC1)[C@@H]1CN(C[C@@H](N1)C)C=1N=NC(=CN1)C1=C(C=C(C=C1)C=1C=NNC1F)O